2-bromo-1,3-difluorobenzene methyl-5-[(6-{bis[(tert-butoxy)carbonyl]amino}-5-methylpyridazin-3-yl)amino]thiophene-2-carboxylate COC(=O)C=1SC(=CC1)NC=1N=NC(=C(C1)C)N(C(=O)OC(C)(C)C)C(=O)OC(C)(C)C.BrC1=C(C=CC=C1F)F